C1(COCOC1)C(=O)OCC ethyl 3,5-dioxacyclohexylformate